C(CCCCCCCCCCC)O (+)-monolauryl alcohol